(E)-3-[2-[2-(dimethylamino)-ethoxy]-3-methoxy-4-prop-2-ynoxy-phenyl]prop-2-enoic acid CN(CCOC1=C(C=CC(=C1OC)OCC#C)/C=C/C(=O)O)C